C(C1=CC=CC=C1)N1C2=NC=NC(=C2N=C1C1=C(C=C(C=C1)OCCN1CCN(CC1)C)C#C)OC1(CC1)C 9-benzyl-8-(2-ethynyl-4-(2-(4-methylpiperazin-1-yl)ethoxy)phenyl)-6-(1-methylcyclopropoxy)-9H-purine